Methyl 3-(1,4-dimethyl-1H-benzo[d][1,2,3]triazol-5-yl)-3-(3-formyl-4-methylphenyl)-2,2-dimethylpropionate CN1N=NC2=C1C=CC(=C2C)C(C(C(=O)OC)(C)C)C2=CC(=C(C=C2)C)C=O